ClC=1C(=CC2=C(N=CN2[C@@H]2C(C2)(F)F)C1)C#CC1=NN(C(=C1C(=O)N)NC)[C@@H]1CN([C@H](C1)COC)C(C=C)=O 3-(2-{6-chloro-3-[(1S)-2,2-difluorocyclopropyl]-1,3-benzodiazol-5-yl}ethynyl)-1-[(3S,5r)-5-(methoxymethyl)-1-(prop-2-enoyl)pyrrolidin-3-yl]-5-(methylamino)pyrazole-4-carboxamide